CC(C)(CCC1=CC=CC=C1)NC(=O)C1=NNC(=C1)C=1C=C(C=CC1)C=1OC(=CN1)C(=O)NC(CC)CC 2-(3-(3-((2-methyl-4-phenylbutan-2-yl)carbamoyl)-1H-pyrazol-5-yl)phenyl)-N-(pentan-3-yl)oxazole-5-carboxamide